ethyl 3-(4-methoxybenzyl)-5-methyl-4-oxo-4,5-dihydro-3H-pyrrolo[2,3-c]quinoline-1-carboxylate COC1=CC=C(CN2C=C(C3=C2C(N(C=2C=CC=CC32)C)=O)C(=O)OCC)C=C1